N-(2-(4-(4-cyclopropylpiperazine-1-yl)piperidine-1-yl)-4-methoxy-5-((6-((S)-3-(pyridine-2-ylmethyl)isoxazolidine-2-yl)pyrimidine-4-yl)amino)phenyl)acrylamide C1(CC1)N1CCN(CC1)C1CCN(CC1)C1=C(C=C(C(=C1)OC)NC1=NC=NC(=C1)N1OCC[C@@H]1CC1=NC=CC=C1)NC(C=C)=O